C(C=C)(=O)OC(C=C)=O acrylic acid, (anhydride)